N-((1r,4r)-4-(3-chloro-4-cyanophenoxy)cyclohexyl)-6-(4-((2-(2,6-dioxopiperidin-3-yl)-1,3-dioxoisoindolin-5-yl)methyl)piperazin-1-yl)pyridazine-3-carboxamide ClC=1C=C(OC2CCC(CC2)NC(=O)C=2N=NC(=CC2)N2CCN(CC2)CC=2C=C3C(N(C(C3=CC2)=O)C2C(NC(CC2)=O)=O)=O)C=CC1C#N